N1N=CC(=C1)N1N=CC2=CC=CC=C12 1-(1H-pyrazol-4-yl)-1H-indazole